N-[2-[(5-chloro-2-thienyl)methoxy]propyl]-2-[(3,4-dimethylphenyl)amino]Ethanimidamide ClC1=CC=C(S1)COC(CNC(CNC1=CC(=C(C=C1)C)C)=N)C